N1=CN=C2NC=NC2=C1C1=C(N=NC=C1)NC=1C=C(C=CC1C)NC(C1=NC=CC(=C1)C(F)(F)F)=O N-(3-((4-(9H-purin-6-yl)pyridazin-3-yl)amino)-4-methylphenyl)-4-(trifluoromethyl)picolinamide